C(C=C)(=O)N1C[C@H](CC1)N1N=C(C(=C1NCCO)C(=O)N)C#CC1=CC(=CC(=C1)OC)OC (S)-1-(1-acryloylpyrrolidin-3-yl)-3-((3,5-dimethoxyphenyl)ethynyl)-5-((2-hydroxyethyl)amino)-1H-pyrazole-4-carboxamide